5-(4-((5-Chloropyridin-3-yl)methoxy)phenyl)-2-oxo-6-(trifluoromethyl)-1,2-dihydropyridine-3-carboxamide ClC=1C=C(C=NC1)COC1=CC=C(C=C1)C=1C=C(C(NC1C(F)(F)F)=O)C(=O)N